The molecule is a monocarboxylic acid amide obtained by the formal condensation of the amino group of 3-amino-2,4-dihydroxybenzoic acid with the carboxy group of the polycyclic cage component. It is an antibiotic isolated from Streptomyces platensis and exhibits inhibitory activity against fatty acid synthase. It has a role as an antibacterial agent, an antimicrobial agent, an EC 2.3.1.85 (fatty acid synthase) inhibitor and a bacterial metabolite. It is a cyclic ketone, a polycyclic cage, a dihydroxybenzoic acid, a monocarboxylic acid amide and an aromatic amide. C[C@@]1([C@@H]2C[C@@H]3CC[C@]2(CC3=C)C=CC1=O)CCC(=O)NC4=C(C=CC(=C4O)C(=O)O)O